tert-butyl 4-[2-[5-(1-methoxycarbonyl-2-methyl-propyl)isoxazol-3-yl]oxyethoxy]piperidine-1-carboxylate COC(=O)C(C(C)C)C1=CC(=NO1)OCCOC1CCN(CC1)C(=O)OC(C)(C)C